NC1=C(N=C(C(=N1)N1CCC2(CC1)[C@@H](C1=CC(=CC=C1C2)CCC(=O)NC)N[S@](=O)C(C)(C)C)Cl)SC2=C(C(=NC=C2)N)Cl 3-((S)-1'-(6-amino-5-((2-amino-3-chloropyridin-4-yl)thio)-3-chloropyrazin-2-yl)-1-(((R)-tert-butylsulfinyl)amino)-1,3-dihydrospiro[inden-2,4'-piperidin]-6-yl)-N-methylpropanamide